2-(3-(2-aminoethyl)-5-bromo-1-methyl-1H-indol-2-yl)acetic acid methyl ester COC(CC=1N(C2=CC=C(C=C2C1CCN)Br)C)=O